Ethyl 9-((5-(1-((2S,4R)-4-hydroxy-2-((4-(4-methylthiazol-5-yl)benzyl)carbamoyl)pyrrolidin-1-yl)-3-methyl-1-oxobutan-2-yl)isoxazol-3-yl)oxy)nonanoate O[C@@H]1C[C@H](N(C1)C(C(C(C)C)C1=CC(=NO1)OCCCCCCCCC(=O)OCC)=O)C(NCC1=CC=C(C=C1)C1=C(N=CS1)C)=O